NC=1C=C(C=C(C1)C)[C@@H](C)NC1=NC(=NC2=CC(=C(C=C12)OC)C(=O)N1CCOCC1)C (R)-(4-((1-(3-amino-5-methylphenyl)ethyl)amino)-6-methoxy-2-methylquinazolin-7-yl)(morpholino)methanone